C(C1=CC=CC=C1)OC1=NC(=CC=C1N1C(C2=C3C(C(=CC=C13)C1=CC=C(C=C1)CC(=O)O)=CC=C2)=O)OCC2=CC=CC=C2 2-[4-[1-(2,6-dibenzyloxy-3-pyridyl)-2-oxo-benzo[cd]indol-6-yl]phenyl]acetic acid